4-((4-(3-acetamido-1H-1,2,4-triazol-1-yl)-2,6-difluorobenzyl)oxy)phenyl sulfurofluoridate S(OC1=CC=C(C=C1)OCC1=C(C=C(C=C1F)N1N=C(N=C1)NC(C)=O)F)(=O)(=O)F